O1C=NC2=C1C=CC=C2CNC2=NC=CC=C2C=2NC=CN2 N-(benzo[d]oxazol-4-ylmethyl)-3-(1H-imidazol-2-yl)pyridin-2-amine